NC=1SC(=CN1)C(=O)NC1=C(C=C(C(=C1)C(NC1=NC=CC(=C1)C1CC1)=O)F)C 2-Amino-N-[5-[(4-cyclopropylpyridin-2-yl)carbamoyl]-4-fluoro-2-methylphenyl]-1,3-thiazole-5-carboxamide